3-(2-butoxy)-2-nitrotoluene CC(CC)OC=1C(=C(C)C=CC1)[N+](=O)[O-]